(5S,8S)-N-((trans)-2-(2,4-dichlorophenyl)cyclopropyl)-5-fluoro-8-hydroxy-5,6,7,8-tetrahydroquinoline-5-carboxamide ClC1=C(C=CC(=C1)Cl)[C@H]1[C@@H](C1)NC(=O)[C@]1(C=2C=CC=NC2[C@H](CC1)O)F